C(=O)NC=1C=C2C(=CC=NC2=CC1OC)OC1=CC=C(C=C1)NC(=O)C1(CC1)C(=O)NC1=CC(=CC(=C1)C)C N-[4-[(6-formamido-7-methoxy-4-quinolyl)oxy]phenyl]-N'-(3,5-dimethylphenyl)-1,1-cyclopropanedicarboxamide